N1CCC12CCCC2 Azaspiro[3.4]Octane